2-((5-(2-(1-amino-4-methylpentan-3-yl)-2,6-diazaspiro[3.4]oct-6-yl)-1,2,4-triazin-6-yl)oxy)-N-ethyl-5-fluoro-N-isopropylbenzamide NCCC(C(C)C)N1CC2(C1)CN(CC2)C=2N=CN=NC2OC2=C(C(=O)N(C(C)C)CC)C=C(C=C2)F